1-[6-[5-[5-[(1R)-1-(3,5-dichloro-4-pyridyl)ethoxy]-1H-indazol-3-yl]-2-pyridyl]-2,6-diazaspiro[3.3]heptan-2-yl]-2,2,2-trifluoro-ethanone ClC=1C=NC=C(C1[C@@H](C)OC=1C=C2C(=NNC2=CC1)C=1C=CC(=NC1)N1CC2(CN(C2)C(C(F)(F)F)=O)C1)Cl